COC(=O)C12OCC(CC1)(CC2)NC(=O)OC(C)(C)C 4-((tert-Butoxycarbonyl)amino)-2-oxabicyclo[2.2.2]octane-1-carboxylic acid methyl ester